pyridinium (2S,5R)-7-oxo-N-[2-(1H-pyrrol-1-yl)ethoxy]-6-(sulfooxy)-1,6-diazabicyclo-[3.2.1]octane-2-carboxamide O=C1N([C@@H]2CC[C@H](N1C2)C(=O)NOCCN2C=CC=C2)OS(=O)(=O)O.[NH+]2=CC=CC=C2